N-((1R,2S)-2-(1-methyl-1H-imidazol-2-yl)-2-phenylcyclopentyl)aniline CN1C(=NC=C1)[C@]1([C@@H](CCC1)NC1=CC=CC=C1)C1=CC=CC=C1